ClC=1C=CN2C=C(C=C2C1)C(=O)N[C@@H]1CN[C@H](CC1)C=1OC(=NN1)OCCOC(F)(F)F 7-chloro-N-[(3s,6r)-6-{5-[2-(trifluoromethoxy)ethoxy]-1,3,4-oxadiazol-2-yl}piperidin-3-yl]indolizine-2-carboxamide